COC1CC2OC(OCC2OC1)(C)C 7-methoxy-2,2-dimethylhexahydropyrano[3,2-d][1,3]dioxin